2-Methyl-4-morpholino-6-(5-(trifluoromethoxy)-1H-indazol-3-yl)pyridazin-3(2H)-one CN1N=C(C=C(C1=O)N1CCOCC1)C1=NNC2=CC=C(C=C12)OC(F)(F)F